8-Chloro-N-methyl-7-(1H-pyrazol-4-yl)-N-(2,2,6,6-tetramethylpiperidin-4-yl)-4H-chromeno[3,4-d]thiazol-2-amine ClC1=CC2=C(C=C1C=1C=NNC1)OCC=1N=C(SC12)N(C1CC(NC(C1)(C)C)(C)C)C